(R)-2-(tert-butyl)oxirane C(C)(C)(C)[C@H]1OC1